24-[(R)-(2-fluorophenyl)(hydroxyl)methyl]-5α-cholane-3β,4β-diol FC1=C(C=CC=C1)[C@@H](CCC[C@@H](C)[C@H]1CC[C@H]2[C@@H]3CC[C@H]4[C@H]([C@H](CC[C@]4(C)[C@H]3CC[C@]12C)O)O)O